OC1=C2C3=C(C(OC2=CC(=C1C(=O)NC1(CCCC1)C(F)(F)F)CCCCC)(C)C)C=CC(=C3)C 1-hydroxy-6,6,9-trimethyl-3-pentyl-N-(1-(trifluoromethyl)cyclopentyl)-6H-benzo[c]chromene-2-carboxamide